(R or S)-2-(1,1-difluoro-5-azaspiro[2.5]octan-5-yl)-N-(2-sulfamoyl-pyridin-4-yl)-5-(trifluoromethyl)nicotinamide FC1(C[C@]12CN(CCC2)C2=C(C(=O)NC1=CC(=NC=C1)S(N)(=O)=O)C=C(C=N2)C(F)(F)F)F |o1:3|